C(C1=CC=CC=C1)C=1NC(=NN1)C(=O)N[C@@H]1C(N(C2=C(OC1)C=CC=C2)C)=O (S)-5-BENZYL-N-(5-METHYL-4-OXO-2,3,4,5-TETRAHYDROBENZO[B][1,4]OXAZEPIN-3-YL)-4H-1,2,4-TRIAZOL-3-CARBOXAMID